C(C(C)C)(=O)NCC(=O)OC(C)OC(N(C)[C@]1(C(CCCC1)=O)C1=C(C=CC=C1)Cl)=O 1-((((s)-1-(2-chlorophenyl)-2-oxocyclohexyl)(methyl)carbamoyl)oxy)ethyl isobutyrylglycinate